N-benzoyl-isatin C(C1=CC=CC=C1)(=O)N1C(=O)C(=O)C2=CC=CC=C12